NC1=C(C=CC(=C1)N)NC(CCCCCC1=C(C(=O)N)C=CC(=C1)C)=O 6-(2,4-diaminophenylamino)-6-oxohexyl-4-methylbenzamide